NC=1N=NC(=CC1N1C[C@H](CC1)C1=CC=C(C(=O)N2CCC(CC2)(F)CN2CCC(CC2)N2C=C(C3=CC(=CC=C23)N2CNCC=C2)C)C=C1)C1=C(C=CC=C1)O |o1:9| (R*)-1-(1-(1-((1-(4-(1-(3-Amino-6-(2-hydroxyphenyl)pyridazin-4-yl)pyrrolidin-3-yl)benzoyl)-4-fluoropiperidin-4-yl)methyl)piperidin-4-yl)-3-methyl-1H-indol-5-yl)dihydropyrimidine